5-(((5-amino-1,3,4-thiadiazol-2-yl)oxy)methyl)-2-azabicyclo(2.2.1)heptane-2-carboxylic acid tert-butyl ester C(C)(C)(C)OC(=O)N1C2CC(C(C1)C2)COC=2SC(=NN2)N